2,6-Nona-dienal C(C=CCCC=CCC)=O